methyl 2-[4-(hydroxymethyl)-1-piperidyl]-6-[[6-(trifluoromethyl)pyridine-2-carbonyl] amino]-1,3-benzoxazole-5-carboxylate OCC1CCN(CC1)C=1OC2=C(N1)C=C(C(=C2)NC(=O)C2=NC(=CC=C2)C(F)(F)F)C(=O)OC